1-Octylpiperazine C(CCCCCCC)N1CCNCC1